C(C)(C)(C)OC(=O)N1CC2(C1)CCN(CC2)C2=NC(=C1N2C=CN=C1N)Br 7-(8-amino-1-bromoimidazo[1,5-a]pyrazin-3-yl)-2,7-diazaspiro[3.5]nonane-2-carboxylic acid tert-butyl ester